1-(2-(benzo[d][1,3]dioxol-5-ylamino)-5-methylpyrimidin-4-yl)-N-(1-(3,5-dichlorophenyl)-2-hydroxyethyl)-1H-pyrrole-3-amide O1COC2=C1C=CC(=C2)NC2=NC=C(C(=N2)N2C=C(C=C2)C(=O)NC(CO)C2=CC(=CC(=C2)Cl)Cl)C